COC(=O)O[C@H]1[C@H](OC)O[C@@H](C[C@@H]1N(C)C)CO methyl 2-O-methoxycarbonyl-3,4-dideoxy-3-dimethylamino-β-D-xylo-hexopyranoside